Cl.Cl.N1(CCCCC1)C1CCNCC1 1,4'-bipiperidine dihydrochloride